N(=[N+]=[N-])[C@H]1CCC2=CC(=CC=C12)N1C(=NC=2C1=NC(=CC2)N2N=CC=C2)C=2C(=NC=CC2)N (S)-3-(3-(1-azido-2,3-dihydro-1H-inden-5-yl)-5-(1H-pyrazol-1-yl)-3H-imidazo[4,5-b]pyridin-2-yl)pyridin-2-amine